2-chloro-5-(pyridin-4-ylmethyl)pyrimidine ClC1=NC=C(C=N1)CC1=CC=NC=C1